ammonium hexafluoropropylene oxide FC(C1(C(F)(F)O1)F)(F)F.[NH4+]